isobutyl 3-(1-((1-(2-((4-(3,6-dihydro-2H-pyran-4-yl)phenyl) sulfonamido)ethyl)piperidin-4-yl)methyl)-1H-1,2,3-triazol-4-yl)-5-fluoro-1H-indole-2-carboxylate O1CCC(=CC1)C1=CC=C(C=C1)S(=O)(=O)NCCN1CCC(CC1)CN1N=NC(=C1)C1=C(NC2=CC=C(C=C12)F)C(=O)OCC(C)C